N[C@H]1[C@@H]2N(C[C@H]1C[C@@H]2OC(C=C)=O)C(=O)C2=CC1=C(N(C(=N1)C1=CC=3C(=NC=CC3)N1CC1CC1)C)C(=C2)OC (1S,4R,6S,7R)-7-amino-2-{2-[1-(cyclopropylmethyl)-1H-pyrrolo[2,3-b]pyridin-2-yl]-7-methoxy-1-methyl-1H-1,3-benzodiazole-5-carbonyl}-2-azabicyclo[2.2.1]hept-6-ylprop-2-enoate